N-iso-Butyl-4-methyl-4'-(2-(4-methylpiperazin-1-yl)ethyl)-[1,1'-biphenyl]-3-amine C(C(C)C)NC=1C=C(C=CC1C)C1=CC=C(C=C1)CCN1CCN(CC1)C